1-(2-azaspiro[3.3]heptan-6-ylmethyl)-5-(trifluoromethoxy)pyridin-2-one C1NCC12CC(C2)CN2C(C=CC(=C2)OC(F)(F)F)=O